3-(2-(2-aminoethoxy)ethoxy)propionic acid NCCOCCOCCC(=O)O